FC1=C(C(=CC(=C1)F)OC(C)C)C=1C2=C(C(=NC1C1=NC=C3CCN(CC3=C1)C(=O)OC(C)(C)C)C=1C=C3CNC(C3=CC1)=O)C=CS2 tert-butyl 7-[7-(2,4-difluoro-6-isopropoxy-phenyl)-4-(1-oxoisoindolin-5-yl)thieno[3,2-c]pyridin-6-yl]-3,4-dihydro-1H-2,6-naphthyridine-2-carboxylate